C1=CC=C2C(=C1)C(=CN2)CNN azatryptamine